3-terephthaloyl carbonate C1(OC(C2=CC=C(C(=O)O1)C=C2)=O)=O